OC1=CC=C(C2=C1CC=C(O2)C)OC 5-hydroxy-8-methoxyl-2-methyl-4H-1-benzopyran